[Cr](=O)(=O)([O-])F.[K+] potassium fluorochromate